OCCOC1=NC(=CC(=C1)C=1C=C(C=CC1C)NC(=O)N1C[C@H](CC1)OC(C)C)N1CCOCC1 (3S)-N-[3-[2-(2-hydroxyethoxy)-6-(morpholin-4-yl)pyridin-4-yl]-4-methylphenyl]-3-isopropoxypyrrolidine-1-carboxamide